(3,6-Di-tert-butyl-9H-carbazol-9-yl)-2-(1,3-dioxoisoindolin-2-yl)propionic acid C(C)(C)(C)C=1C=CC=2N(C3=CC=C(C=C3C2C1)C(C)(C)C)C(C(=O)O)(C)N1C(C2=CC=CC=C2C1=O)=O